C(C)(C)(C)OC(=O)NC1CCN(CC1)C=1/C(/NC2=CC=CC=C2N1)=C(/C(=O)OCC1=CC=CC=C1)\C#N (Z)-benzyl 2-(3-(4-((tert-butoxycarbonyl)amino)piperidin-1-yl)quinoxalin-2(1H)-ylidene)-2-cyanoacetate